methyl myristate ethanesulfonate C(C)S(=O)(=O)O.C(CCCCCCCCCCCCC)(=O)OC